NC1=NNC=C1S(=O)(=O)NC=1C=CC(=C2C(=CNC12)C#N)F 3-amino-N-(3-cyano-4-fluoro-1H-indol-7-yl)-1H-pyrazole-4-sulfonamide